O=C(C=CC)C 4-oxopent-2-ene